C(CCCCCCCCCCC)C(=S)SCC(C(=O)O)C 2-(dodecylthiocarbonylthio)methylpropionic acid